CN1N=CC(=C1)C1CCC(CC1)OC1=C2C=C(C=NC2=CC(=N1)N1CCOCC1)NS(=O)(=O)C N-[5-[4-(1-methylpyrazol-4-yl)cyclohexoxy]-7-morpholino-1,6-naphthyridin-3-yl]methanesulfonamide